C(CCCCCCC\C=C/CCCCCCCC)(=O)OC[C@@H](OC(CCCCCCC\C=C/CCCCCCCC)=O)COP(=O)(O)O.O=C1C2(CCC(C1=CC1=CC=C(C=C1)C=C1C(C3(CCC1C3(C)C)CS(=O)(=O)O)=O)C2(C)C)CS(=O)(=O)O 1,4-bis(2-oxo-10-sulfo-3-bornylidenemethyl)benzene 1,2-dioleoyl-sn-glycero-3-phosphate